chromen-2-yl 2,2-dimethylpropionate CC(C(=O)OC1OC2=CC=CC=C2C=C1)(C)C